7-((1H-imidazol-1-yl)methyl)-2-(6-methoxy-7-((1-methyl-1H-pyrazol-5-yl)methoxy)quinazolin-4-yl)-5-(1-methyl-3-(trifluoromethyl)-1H-pyrazol-4-yl)-3,4-dihydroisoquinolin-1(2H)-one N1(C=NC=C1)CC1=CC(=C2CCN(C(C2=C1)=O)C1=NC=NC2=CC(=C(C=C12)OC)OCC1=CC=NN1C)C=1C(=NN(C1)C)C(F)(F)F